1,8-Diazapyrene N1=CC=C2C=CC3=CC=NC4=CC=C1C2=C34